N(=[N+]=[N-])CCCNC1=NC(=NC(=N1)Cl)OC N-(3-azidopropyl)-4-chloro-6-methoxy-1,3,5-triazine-2-amine